2-deoxy-2-[18F]fluoro-lactose [18F][C@H]1C(O)O[C@@H]([C@H]([C@@H]1O)O[C@H]1[C@H](O)[C@@H](O)[C@@H](O)[C@H](O1)CO)CO